[C@H]12CC(C[C@H](CC1)N2)N(C(C2=CC=C(C=C2)C2C(C2)C2=NN(C1=NC(=NC=C12)C)C)=O)C N-((1R,3s,5S)-8-azabicyclo[3.2.1]oct-3-yl)-4-(2-(1,6-dimethyl-1H-pyrazolo[3,4-d]pyrimidin-3-yl)cyclopropyl)-N-methylbenzamide